4-amino-8-(4-cyanopyrazin-3-yl)-N-propylisoquinoline-3-carboxamide NC1=C(N=CC2=C(C=CC=C12)C1C=NC=CN1C#N)C(=O)NCCC